C(CCCCCCCCCCCCCCCCC)(=O)OCCN(C)C dimethyl-ethanolamine stearate